CC=CCCCC=CC 1-methyl-1,6-octadiene